[(3R,9aS)-3-hydroxy-3-[4-(trifluoromethyl)phenyl]-1,4,6,7,9,9a-hexahydropyrazino[2,1-c][1,4]oxazin-8-yl]-(2-chloro-3-methoxyphenyl)methanone O[C@]1(CN2[C@H](CO1)CN(CC2)C(=O)C2=C(C(=CC=C2)OC)Cl)C2=CC=C(C=C2)C(F)(F)F